(1S,2R)-2-[3-[(1E)-2-[4-[[(2R,6S)-2,6-dimethyl-4-morpholinyl]methyl]phenyl]ethenyl]-1H-indazol-6-yl]-5'-methoxy-spiro[cyclopropane-1,3'-[3H]indol]-2'(1'H)-one C[C@@H]1CN(C[C@@H](O1)C)CC1=CC=C(C=C1)/C=C/C1=NNC2=CC(=CC=C12)[C@H]1C[C@]12C(NC1=CC=C(C=C21)OC)=O